N2-(cyclohexylmethyl)-4-oxo-4H-chromene-2,8-dicarboxamide C1(CCCCC1)CNC(=O)C=1OC2=C(C=CC=C2C(C1)=O)C(=O)N